6-(4-Fluorophenyl)-N-(1H-pyrazol-3-ylsulfonyl)-2-(2,4,6-trimethylphenoxy)pyridin-3-carboxamid FC1=CC=C(C=C1)C1=CC=C(C(=N1)OC1=C(C=C(C=C1C)C)C)C(=O)NS(=O)(=O)C1=NNC=C1